C12NCCC(CC1)C2 2-azabicyclo[3.2.1]octane